FC=1C=C(C=CC1OC=1C2=C(N=CN1)CN(CC2)C)NC(=O)C=2C(N(C(N(C2)C(C)C)=O)C2=CC=C(C=C2)F)=O N-(3-fluoro-4-((7-methyl-5,6,7,8-tetrahydropyrido[3,4-d]pyrimidin-4-yl)oxy)phenyl)-3-(4-fluoroPhenyl)-1-isopropyl-2,4-dioxo-1,2,3,4-tetrahydropyrimidine-5-carboxamide